2-(2-(3'-(3-(2,6-diazaspiro[3.4]oct-2-yl)propoxy)-2,2'-dimethyl-[1,1'-biphenyl]-3-yl)-6,7-dihydrothiazolo[5,4-c]pyridin-5(4H)-yl)ethanol C1N(CC12CNCC2)CCCOC=2C(=C(C=CC2)C2=C(C(=CC=C2)C=2SC=1CN(CCC1N2)CCO)C)C